(S)-benzyl 6-acrylamido-1-(4-(naphthalen-2-ylsulfonyl)piperazin-1-yl)-1-oxohexan-2-ylcarbamate C(C=C)(=O)NCCCC[C@@H](C(=O)N1CCN(CC1)S(=O)(=O)C1=CC2=CC=CC=C2C=C1)NC(OCC1=CC=CC=C1)=O